1-(7-fluorobenzofuran-6-yl)-N,N-dimethylpropan-2-amine FC1=C(C=CC=2C=COC21)CC(C)N(C)C